P(=O)(OCN1CC1)(O[C@@H]1[C@H](OC2=CC(=CC(=C2C1=O)O)O)C1=CC(=C(C(=C1)O)O)O)O aziridin-1-ylmethyl ((2R,3R)-5,7-dihydroxy-4-oxo-2-(3,4,5-trihydroxyphenyl)chroman-3-yl) hydrogen phosphate